4-[1-(benzenesulfonyl)-5-(3,4-difluorophenyl)-6-tetrahydropyran-4-yl-pyrrolo[2,3-f]indazol-7-yl]benzoic acid methyl ester COC(C1=CC=C(C=C1)C1=C(N(C=2C=C3C=NN(C3=CC21)S(=O)(=O)C2=CC=CC=C2)C2=CC(=C(C=C2)F)F)C2CCOCC2)=O